3-(3-Amino-2-phenyl-propyl)-1-[(4-methoxyphenyl)methyl]-5,5-dimethyl-pyrrolidin-2-one NCC(CC1C(N(C(C1)(C)C)CC1=CC=C(C=C1)OC)=O)C1=CC=CC=C1